COC(=O)C1=NC=C(C=C1F)O[C@@H]1[C@H](N(C1)C(=O)OC(C)(C)C)C 5-{[(2R,3S)-1-(tert-butoxycarbonyl)-2-methylazetidin-3-yl]oxy}-3-fluoropyridine-2-carboxylic acid methyl ester